3-(2-chloropyridin-4-yl)benzoic acid ClC1=NC=CC(=C1)C=1C=C(C(=O)O)C=CC1